2-[4-[2-[(9aS)-3,4,6,7,9,9a-hexahydro-1H-pyrazino[2,1-c][1,4]oxazin-8-yl]ethoxy]phenyl]acetic acid C1OCCN2[C@H]1CN(CC2)CCOC2=CC=C(C=C2)CC(=O)O